OC1=C(C=CC(=C1)O)C=1OC2=CC(=CC(=C2C(C1)=O)O)O 2-(2,4-dihydroxyphenyl)-5,7-dihydroxy-4H-chromen-4-one